C(CCC(=O)OC1CC(N(C(C1)(C)C)OC1CCCCC1)(C)C)(=O)OC1CC(N(C(C1)(C)C)OC1CCCCC1)(C)C di-(1-cyclohexyloxy-2,2,6,6-tetra-methylpiperidin-4-yl) succinate